diallylbutylammonium hydroxide [OH-].C(C=C)C(CCC[NH3+])CC=C